3-(5-methyl-1,3-thiazol-2-yl)-5-[(3S)-pyrrolidin-3-yloxy]-N-{(1R)-1-[2-(trifluoromethyl)pyrimidin-5-yl]ethyl}benzamide CC1=CN=C(S1)C=1C=C(C(=O)N[C@H](C)C=2C=NC(=NC2)C(F)(F)F)C=C(C1)O[C@@H]1CNCC1